α-carboxy-4-aminobutyric acid C(=O)(O)C(C(=O)O)CCN